tris(triphenylphosphine) cobalt (I) chloride [Co]Cl.C1(=CC=CC=C1)P(C1=CC=CC=C1)C1=CC=CC=C1.C1(=CC=CC=C1)P(C1=CC=CC=C1)C1=CC=CC=C1.C1(=CC=CC=C1)P(C1=CC=CC=C1)C1=CC=CC=C1